6-(cyclopropanecarboxamido)-4-((3-(4-(dicyclopropylphosphoryl)-1H-pyrazol-1-yl)-2-methoxyphenyl)amino)pyridazine-3-carboxamide C1(CC1)C(=O)NC1=CC(=C(N=N1)C(=O)N)NC1=C(C(=CC=C1)N1N=CC(=C1)P(=O)(C1CC1)C1CC1)OC